C1(CC1)N1C(C2=CC=C(C=C2C1=O)O)=O 2-cyclopropyl-5-hydroxyisoindoline-1,3-dione